5-Hydroxy-6-(hydroxymethyl)-7-methoxy-3-(4-methoxyphenyl)-4H-chromen-4-one OC1=C2C(C(=COC2=CC(=C1CO)OC)C1=CC=C(C=C1)OC)=O